P(=O)(O)(O)OC[C@@H]1[C@H]([C@H]([C@@H](O1)N1C=NC=2C(N)=NC=NC12)OC)O 2'-O-methyladenosine (phosphate)